BrC1=C(C=C(C(=C1)[N+](=O)[O-])OC)N1CCN(CCC1)C1CCN(CC1)C 1-(2-bromo-5-methoxy-4-nitrophenyl)-4-(1-methylpiperidin-4-yl)-1,4-diazepan